N-cyclohexyl-N-(cyclohexylcarbamoyl)acrylamide C1(CCCCC1)N(C(C=C)=O)C(NC1CCCCC1)=O